N=1NC=CC1 2H-pyrazole